2-(4-(2-(imidazo[1,2-a]pyrazin-3-yl)-3-isopropyl-1H-indol-5-yl)piperidin-1-yl)-N,N-dimethylacetamide N=1C=C(N2C1C=NC=C2)C=2NC1=CC=C(C=C1C2C(C)C)C2CCN(CC2)CC(=O)N(C)C